BrC(C)C1=NOC2=C1C(C=1C=CC=CC1C2=O)=O 3-(1-bromoethyl)naphtho[2,3-d]isoxazole-4,9-dione